3-(benzoyloxy(imino))butan-2-one C(C1=CC=CC=C1)(=O)ON=C(C(C)=O)C